Cl.FC(C1=CC=C(C=C1)[C@@H](C)N)(F)F (R)-1-(4-(trifluoromethyl)phenyl)ethanamine hydrochloride